FC(C1C(C(C1C(F)(F)F)C(F)(F)F)C(F)(F)F)(F)F 1,2,3,4-tetrakis(trifluoromethyl)cyclobutane